1-methyl-N-[(1s,4s)-4-{[2-(trifluoromethyl)imidazo[1,2-a]pyridin-5-yl]amino}cyclohexyl]-1H-pyrazole-4-carboxamide CN1N=CC(=C1)C(=O)NC1CCC(CC1)NC1=CC=CC=2N1C=C(N2)C(F)(F)F